tert-butyl ((3-(1-(3-(((tert-butoxycarbonyl)amino)methyl)phenyl)-3-(trifluoromethyl)-1H-pyrazole-5-carboxamido)phenyl)(phenyl)methyl)(2-hydroxyethyl)carbamate C(C)(C)(C)OC(=O)NCC=1C=C(C=CC1)N1N=C(C=C1C(=O)NC=1C=C(C=CC1)C(C1=CC=CC=C1)N(C(OC(C)(C)C)=O)CCO)C(F)(F)F